2,4,6-trifluorobenzaldehyde oxime FC1=C(C=NO)C(=CC(=C1)F)F